methyl 4-(benzyloxy)-2-nitrobenzoate C(C1=CC=CC=C1)OC1=CC(=C(C(=O)OC)C=C1)[N+](=O)[O-]